C1(CC1)[C@@H](C(C)(C)O)N1CC2=CC=CC(=C2C1=O)NC(C1=C(C(=CC=C1OC)F)F)=O (S)-N-(2-(1-cyclopropyl-2-hydroxy-2-methylpropyl)-3-oxoisoindolin-4-yl)-2,3-difluoro-6-methoxybenzamide